(2-((tert-butyldimethylsilyl)oxy)ethoxy)-4-methoxypiperidine trifluoroacetate FC(C(=O)O)(F)F.[Si](C)(C)(C(C)(C)C)OCCON1CCC(CC1)OC